tert-butyl (1R,5S)-2-(((4-(1,3-dioxoisoindolin-2-yl)butyl)((S)-5,6,7,8-tetrahydroquinolin-8-yl)amino)methyl)-3,8-diazabicyclo[3.2.1]octane-3-carboxylate O=C1N(C(C2=CC=CC=C12)=O)CCCCN([C@H]1CCCC=2C=CC=NC12)CC1[C@H]2CC[C@@H](CN1C(=O)OC(C)(C)C)N2